C(C)N1C(N(C(C=2N(C(=NC12)S(=O)(=O)C)C)=O)C)=O 3-ethyl-1,7-dimethyl-8-(methylsulfonyl)-1H-purine-2,6(3H,7H)-dione